C(C)(C)(C)P([C-]1C=CC=C1)C(C)(C)C.[C-]1(C=CC=C1)P(C(C)(C)C)C(C)(C)C.[Fe+2] 1,1'-BIS(DI-T-BUTYLPHOSPHINO)FERROCENE